chloro-2-iodo-1,1'-biphenyl ClC=1C(=C(C=CC1)C1=CC=CC=C1)I